(2R,5S)-4-(4-(1H-1,2,4-Triazol-1-yl)cyclohexyl)-5-(4-chlorobenzyl)-2-((methylsulfonyl)methyl)morpholin N1(N=CN=C1)C1CCC(CC1)N1C[C@@H](OC[C@@H]1CC1=CC=C(C=C1)Cl)CS(=O)(=O)C